2-(2-(((1R,5S,6s)-3-azabicyclo[3.1.0]hexan-6-yl)oxy)-6-(4-fluorophenyl)pyridin-4-yl)propan-2-amine [C@@H]12CNC[C@H]2C1OC1=NC(=CC(=C1)C(C)(C)N)C1=CC=C(C=C1)F